3-benzylidene-6-((5-isopropyl-1-(3-morpholinyl)propylimidazol-4-yl)methylene)piperazine C(C1=CC=CC=C1)=C1CNC(CN1)=CC=1N=C(NC1C(C)C)C(CC)C1NCCOC1